C1(=CC=CC=C1)C=1N=C(NC1C1=CC=CC=C1)C1=C(C=CC(=C1)OCC)O 4,5-diphenyl-2-(5-ethoxy-2-hydroxyphenyl)imidazole